ICCCCCCS(=O)(=O)NC1=CC=C(C[C@H](N)C(=O)O)C=C1 p-((6-iodohexyl)sulfonamido)-L-phenylalanine